6-(6-(2-hydroxypropan-2-yl)pyridin-3-yl)-4-(2-methoxyethyl)-3,4-dihydropyrazino[2,3-b]pyrazin-2(1H)-one OC(C)(C)C1=CC=C(C=N1)C=1N=C2C(=NC1)NC(CN2CCOC)=O